COC1=C(C=CC=C1)C#CC(CCC(=O)C1=CC=CC=C1)CC(F)(F)F 6-(2-methoxyphenyl)-1-phenyl-4-(2,2,2-trifluoroethyl)hex-5-yn-1-one